methyl 4-bromo-4'-(hydroxymethyl)-7-methylspiro[1,3-benzodioxole-2,1'-cyclohexane]-6-carboxylate BrC1=CC(=C(C=2OC3(CCC(CC3)CO)OC21)C)C(=O)OC